4-Methoxybenzyl 7-[(2R,4aR,5R,7aR)-2-(1,1-difluoro-pentyl)-octahydro-2-hydroxy-6-oxo-cyclopenta[b]pyran-5-yl]heptanoate FC(CCCC)(F)[C@]1(CC[C@H]2[C@H](O1)CC([C@@H]2CCCCCCC(=O)OCC2=CC=C(C=C2)OC)=O)O